ClC1=CC=C(CN2C(N3C(C4=C2C=C(C=N4)N4CCOCC4)=N[C@@H](C3)C(C)C)=O)C=C1 (2R)-6-(4-Chlorobenzyl)-8-(morpholin-4-yl)-2-(propan-2-yl)-2,6-dihydroimidazo[1,2-c]pyrido[2,3-e]pyrimidin-5(3H)-one